ClS(=O)(=O)C1=C(C(=C(N1)C(=O)OCC)C)C Ethyl 5-(chlorosulfonyl)-3,4-dimethyl-1H-pyrrole-2-carboxylate